bis(bromophenyl)phenylsulfonium BrC1=C(C=CC=C1)[S+](C1=CC=CC=C1)C1=C(C=CC=C1)Br